COC1=NC=CC=C1C1=C2N(C(=NC1)NC)C=CC(=C2)C(F)(F)F 4-(2-methoxypyridin-3-yl)-1-(methylamino)-6-(trifluoromethyl)-3H-pyrido[1,2-c]pyrimidine